methyl 6-[(3S,4S)-4-{[(tertbutoxy)carbonyl]amino}-3-methyl-2-oxa-8-azaspiro[4.5]decan-8-yl]-3-(1,2,3,4-tetrahydro-1,5-naphthyridin-1-yl)-1H-pyrazolo[3,4-b]pyrazine-1-carboxylate C(C)(C)(C)OC(=O)N[C@@H]1[C@@H](OCC12CCN(CC2)C2=CN=C1C(=N2)N(N=C1N1CCCC2=NC=CC=C12)C(=O)OC)C